FC1=C2C=C(NC2=CC=C1N1C(C=2C=C(C(=NC2C(=C1)C(=O)OCC)OC)OC)=O)C ethyl 6-(4-fluoro-2-methyl-1H-indol-5-yl)-2,3-dimethoxy-5-oxo-5,6-dihydro-1,6-naphthyridine-8-carboxylate